N(C1=CC=CC=C1)C(C[C@H]1C=2N(C3=C(C(=N1)C1=CC=C(OCCCOCC(=O)OC(C)(C)C)C=C1)C(=C(S3)C)C)C(=NN2)C)=O tert-butyl (3-{4-[(6S)-6-(2-anilino-2-oxoethyl)-2,3,9-trimethyl-6H-thieno[3,2-f][1,2,4]triazolo[4,3-a][1,4]diazepin-4-yl]phenoxy}propoxy)acetate